tert-Butyl (2S,5S)-5-(4-(4,6-dichloro-7H-pyrrolo[2,3-d]pyrimidin-7-yl)phenyl)-2-methylmorpholine-4-carboxylate ClC=1C2=C(N=CN1)N(C(=C2)Cl)C2=CC=C(C=C2)[C@H]2CO[C@H](CN2C(=O)OC(C)(C)C)C